C(C)(C)(C)C=1C(=C(C=CC1)O)C tertiary butylmethylphenol